FC1=CNC2=C1C(=NC=C2F)C2CCN(CC2)C(=O)NC21CCC(CC2)(CC1)[C@H](CC(=O)OCC)C ethyl (S)-3-{4-[4-(3,7-difluoro-1H-pyrrolo[3,2-c]pyridin-4-yl)piperidine-1-carboxamido]bicyclo[2.2.2]octan-1-yl}butyrate